(6-amino-5-(3-hydroxy-2,6-dimethylphenyl)-2,3-dimethyl-5H-pyrrolo[2,3-b]pyrazin-7-yl)(3-(2-hydroxypropan-2-yl)-5,6-dihydroimidazo[1,5-a]pyrazin-7(8H)-yl)methanone NC1=C(C=2C(=NC(=C(N2)C)C)N1C1=C(C(=CC=C1C)O)C)C(=O)N1CC=2N(CC1)C(=NC2)C(C)(C)O